4-(2-chloro-3-((3R,9aS)-3-(3-chloro-4-fluorophenyl)-3-hydroxyoctahydropyrazino[2,1-c][1,4]oxazine-8-carbonyl)phenyl)-1H-pyrrole-2-carbonitrile ClC1=C(C=CC=C1C(=O)N1C[C@H]2CO[C@](CN2CC1)(O)C1=CC(=C(C=C1)F)Cl)C=1C=C(NC1)C#N